2-[[4-(2,3-dichloro-6-hydroxyphenyl)piperidin-2-yl]methyl]-1,2-thiazolidine-1,1-dione ClC1=C(C(=CC=C1Cl)O)C1CC(NCC1)CN1S(CCC1)(=O)=O